7-{[(1S)-1-(4-{4-[(1-acryloylazetidin-3-yl)(methyl)amino]tetrahydro-2H-pyran-4-yl}phenyl)ethyl]amino}-1-(propan-2-yl)-1,6-naphthyridin-2(1H)-one C(C=C)(=O)N1CC(C1)N(C1(CCOCC1)C1=CC=C(C=C1)[C@H](C)NC1=NC=C2C=CC(N(C2=C1)C(C)C)=O)C